3-(8-oxa-3-azabicyclo[3.2.1]octan-3-yl)benzene-1,2-diamine C12CN(CC(CC1)O2)C2=C(C(=CC=C2)N)N